CN1CCC(CC1)OC(CC)=O propionic acid 1-methylpiperidin-4-yl ester